Cl.N1CC(CC1)NC#N N-(pyrrolidin-3-yl)cyanamide hydrochloride